2-(4-cyclopropyl-6-methoxypyrimidin-5-yl)-7-methyl-4-(4-(1-methyl-4-(trifluoromethyl)-1H-imidazol-2-yl)benzyl)-4,5,6,7-tetrahydropyrazolo[1,5-a]pyrimidine C1(CC1)C1=NC=NC(=C1C1=NN2C(N(CCC2C)CC2=CC=C(C=C2)C=2N(C=C(N2)C(F)(F)F)C)=C1)OC